COC1=NC=CC(=C1)[C@@H]1N(C[C@H](CC1)C)C(C(=O)NC=1C=C(C=NC1)C(=O)N)=O 5-[[2-[(2R,5S)-2-(2-methoxy-4-pyridyl)-5-methyl-1-piperidyl]-2-oxo-acetyl]amino]pyridine-3-carboxamide